ClC1=CC=C(C=C1)C1(CCN(CC1)C)C1=CC=C(C=C1)Cl 4,4-bis(4-chlorophenyl)-1-methylpiperidine